FC(C(=O)O)(F)F.FC1(CC2(CNC2)C1)F 6,6-difluoro-2-azaspiro[3.3]heptane 2,2,2-trifluoroacetate